methyl 3-fluoro-5-(1-propyl-1H-pyrazol-5-yl)benzoate FC=1C=C(C(=O)OC)C=C(C1)C1=CC=NN1CCC